C(C1=CC=CC=C1)OC1=C(C=C(C=C1)S(=O)(=O)Cl)C 4-(benzyloxy)-3-methylbenzene-1-sulfonyl chloride